Fmoc-amino-3,6-dioxaoctanoic acid C(=O)(OCC1C2=CC=CC=C2C2=CC=CC=C12)C(C(=O)O)(OCCOCC)N